3-(4-fluoro-5-((4-(3-methylthiophen-2-yl)-3,6-dihydropyridin-1(2H)-yl)methyl)-1-oxoisoindolin-2-yl)piperidine-2,6-dione FC1=C2CN(C(C2=CC=C1CN1CCC(=CC1)C=1SC=CC1C)=O)C1C(NC(CC1)=O)=O